C1N(CC2=CC=CC=C12)C1=C(C(NN=C1)=O)C 5-(Isoindolin-2-yl)-4-methylpyridazin-3(2H)-one